9H-fluoren-9-ylmethyl (4S)-5-oxo-4-(2-oxo-2-prop-2-enoxyethyl)-1,3-oxazolidine-3-carboxylate O=C1[C@@H](N(CO1)C(=O)OCC1C2=CC=CC=C2C=2C=CC=CC12)CC(OCC=C)=O